C(C)(C)(C)OC(=O)N1C(=CC2=CC=C(C=C12)CN1C=CC=2C(=CN=CC2C1=O)C(=O)OC)C=O Methyl 7-[(1-tert-butoxycarbonyl-2-formyl-indol-6-yl)methyl]-8-oxo-2,7-naphthyridine-4-carboxylate